BrC1=CN(C(C(=N1)NC=1C=CC(=C(C1)NC(OC(C)(C)C)=O)N1[C@H](CN(CC1)C1COC1)C)=O)C tert-butyl N-[5-[(6-bromo-4-methyl-3-oxo-3,4-dihydropyrazin-2-yl)amino]-2-[(2S)-2-methyl-4-(oxetan-3-yl)piperazin-1-yl]phenyl]carbamate